N-(2-amino-3-fluoro-4-((4-(trifluoromethyl)benzyl)amino)phenyl)-3-methylbutanamide NC1=C(C=CC(=C1F)NCC1=CC=C(C=C1)C(F)(F)F)NC(CC(C)C)=O